2,2'-((((((2-acetylnaphtho[2,3-b]furan-4,9-diyl)bis(oxy))bis(carbonyl))-bis(azanediyl))bis(ethane-2,1-diyl))bis(azanediyl))diacetic acid C(C)(=O)C1=CC2=C(O1)C(=C1C=CC=CC1=C2OC(=O)NCCNCC(=O)O)OC(=O)NCCNCC(=O)O